3-amino-1-methoxy-4-(2,4,5-trifluoro-phenyl)-1-butanone NC(CC(=O)OC)CC1=C(C=C(C(=C1)F)F)F